2-[4-[2-(4-Chlorophenyl)-1,3-benzoxazole-6-carbonyl]piperazin-1-yl]-3H-quinazolin-4-one ClC1=CC=C(C=C1)C=1OC2=C(N1)C=CC(=C2)C(=O)N2CCN(CC2)C2=NC1=CC=CC=C1C(N2)=O